C1=CC=CC=2C3=CC=CC=C3N(C12)C=1C=C(C=CC1)C1=CC=NC(=C1)C1=CC(=CC=C1)N1C2=CC=CC=C2C=2C=CC=CC12 4,6-bis[3-(9H-carbazol-9-yl)phenyl]pyridine